C1(CCC1)NC(C[C@H](CCC1=CC=C(C=C1)F)NC(=O)C1=NN(C(=C1)C1=C(C=CC=C1OC)OC)C1CCCC1)=O (S)-N-(1-(cyclobutylamino)-5-(4-fluorophenyl)-1-oxopent-3-yl)-1-cyclopentyl-5-(2,6-dimethoxyphenyl)-1H-pyrazole-3-carboxamide